(Z)-3-(1-(4-amino-2-fluoro-but-2-en-1-yl)-6-fluoro-1H-benzo[d]imidazol-4-yl)-N-methylbenzenesulfonamide NC\C=C(\CN1C=NC2=C1C=C(C=C2C=2C=C(C=CC2)S(=O)(=O)NC)F)/F